N-[4-[4-(5-amino-5-oxo-pentanoyl)piperazine-1-carbonyl]-3-chloro-phenyl]-5-(2,3-difluoro-4-methoxy-phenyl)-1-methyl-imidazole-2-carboxamide NC(CCCC(=O)N1CCN(CC1)C(=O)C1=C(C=C(C=C1)NC(=O)C=1N(C(=CN1)C1=C(C(=C(C=C1)OC)F)F)C)Cl)=O